Lauryldimethylbenzyl-ammonium chlorid [Cl-].C(CCCCCCCCCCC)[N+](CC1=CC=CC=C1)(C)C